N-butyl-pyridine chloride [Cl-].C(CCC)N1CC=CC=C1